(S)-N-((S)-2-(4-(benzo[d]thiazol-2-yl)-2-fluorophenyl)-1-cyanoethyl)-1,4-oxazepane-2-carboxamide S1C(=NC2=C1C=CC=C2)C2=CC(=C(C=C2)C[C@@H](C#N)NC(=O)[C@H]2OCCCNC2)F